(E)-6-(4-(Dimethylamino)but-2-enoyl)-4-(2-(1-ethyl-3-(trifluoromethyl)-1H-pyrazol-4-yl)-3-methylphenyl)-4,5,6,7-tetrahydrothieno[2,3-c]pyridine-2-carbonitrile CN(C/C=C/C(=O)N1CC2=C(C(C1)C1=C(C(=CC=C1)C)C=1C(=NN(C1)CC)C(F)(F)F)C=C(S2)C#N)C